ClC=1C=CC2=C([C@@H]([C@](O2)(C2=NC=CC=C2)CNC(OC(C)(C)C)=O)O)C1B1OC(C(O1)(C)C)(C)C |o1:6,7| tert-butyl (((2R*,3S*)-5-chloro-3-hydroxy-2-(pyridin-2-yl)-4-(4,4,5,5-tetramethyl-1,3,2-dioxaborolan-2-yl)-2,3-dihydrobenzofuran-2-yl)methyl)carbamate